3-(8-methyl-8-azabicyclo[3.2.1]oct-2-en-2-yl)-1H-pyrrolo[2,3-b]pyridine CN1C2C(=CCC1CC2)C2=CNC1=NC=CC=C12